O[C@H]([C@@H](CNC(CC1=CC=C(C=C1)C)=O)O)[C@H]1[C@@H]([C@H](C[C@@](O1)(C(=O)O)OCCOCCOCC#C)O)NC(CO)=O (2R,4S,5R,6R)-6-((1R,2R)-1,2-dihydroxy-3-(2-(p-tolyl)acetamido)propyl)-4-hydroxy-5-(2-hydroxyacetamido)-2-(2-(2-(prop-2-yn-1-yloxy)ethoxy)ethoxy)tetrahydro-2H-pyran-2-carboxylic acid